2-butoxymethyl-2-nitro-1,3-propanediol C(CCC)OCC(CO)(CO)[N+](=O)[O-]